[N+](=[N-])=CC(CC[C@@H](C(=O)OC(C)(C)C)NC([C@H](CC1=CN(C2=CC=CC=C12)C)NC(C(Cl)Cl)=O)=O)=O tert-Butyl (S)-6-diazo-2-((S)-2-(2,2-dichloroacetamido)-3-(1-methyl-1H-indol-3-yl)propanamido)-5-oxohexanoate